FC=1C=C(C=C(C1F)C(=O)C=1C=C2N=C(C=NC2=CC1)N1CCCC1)NC(=O)NC1=CC(=C(C=C1)F)F 1-(3,4-difluoro-5-(3-(pyrrolidin-1-yl)quinoxaline-6-carbonyl)phenyl)-3-(3,4-difluorophenyl)urea